(4-hydroxy)-phenyl ferrocenyl ketone [C-]1(C=CC=C1)C(=O)C1=CC=C(C=C1)O.[CH-]1C=CC=C1.[Fe+2]